NC1=C(C(N(C2=CC(=CC=C12)C(F)(F)F)C1=CC(=CC=C1)C(C)=O)=O)C(=O)OC methyl 4-amino-1-(3-acetylphenyl)-2-oxo-7-(trifluoromethyl)-1,2-dihydroquinoline-3-carboxylate